N=1N=CN2C1C=CC(=C2)C2=CNC=1N=C(N=C(C12)OC)NC1CCC2(OCCO2)CC1 5-([1,2,4]triazolo[4,3-a]pyridin-6-yl)-4-methoxy-N-(1,4-dioxaspiro[4.5]decan-8-yl)-7H-pyrrolo[2,3-d]pyrimidin-2-amine